COC(C(CC(=O)NC1=C(C(=O)[O-])C=C(C=C1)OC)C)=O 4-methoxy-3-methyl-4-oxobutanamido-5-methoxybenzoate